ClC=1C=C(OCC(C)(O)C)C=CC1C=1N(C2=NC=NC(=C2N1)OC1(CC1)C)CC1=NC=CC(=C1)C 1-(3-Chloro-4-(6-(1-methylcyclopropoxy)-9-((4-methylpyridin-2-yl)methyl)-9H-purin-8-yl)phenoxy)-2-methylpropan-2-ol